(Z,E)-9,11-hexadecandienal C(CCCCCCC\C=C/C=C/CCCC)=O